[C@H]12CC(C[C@H](CC1)N2)N(C2=CC=C(N=N2)C=2C(=CC1=CC(=CC=C1C2)OCF)O)C 3-(6-(((1R,3S,5S)-8-azabicyclo[3.2.1]octan-3-yl)(methyl)amino)pyridazin-3-yl)-7-(fluoromethoxy)naphthalen-2-ol